N1N=C(C=C1)CN1CCCCC1 1-((1H-pyrazol-3-yl)methyl)piperidin